C(#N)C1(CCOCC1)NC(=O)C1=NC=CC(=C1)NC(CC1=C(C=CC(=C1)F)O)=O N-(4-cyanotetrahydropyran-4-yl)-4-[[2-(5-fluoro-2-hydroxy-phenyl)acetyl]amino]pyridine-2-carboxamide